NC1=C(C=C(C=N1)C1=C(C=C(C=C1)N1C[C@@H](CC1)N(S(=O)(=O)C)C)F)C=1C=C2CCNC(C2=CC1)=O (R)-N-(1-(4-(6-amino-5-(1-oxo-1,2,3,4-tetrahydroisoquinolin-6-yl)pyridin-3-yl)-3-fluorophenyl)pyrrolidin-3-yl)-N-methylmethanesulfonamide